tert-butyl (S,Z)-1-benzyl-5-(2-methoxy-2-oxoethylidene)pyrrolidine-2-carboxylate C(C1=CC=CC=C1)N\1[C@@H](CC/C1=C/C(=O)OC)C(=O)OC(C)(C)C